BrC1=NNC2=NC(=NC=C21)SC 3-bromo-6-(methylthio)-1H-pyrazolo[3,4-d]pyrimidine